4-cyano-N,N-bis(4-methoxybenzyl)-3-methylbenzenesulfonamide C(#N)C1=C(C=C(C=C1)S(=O)(=O)N(CC1=CC=C(C=C1)OC)CC1=CC=C(C=C1)OC)C